2-(5'-Fluorospiro[cyclobutane-1,1'-inden]-2'-yl)-1-(pyridin-2-yl)-1H-indole FC=1C=C2C=C(C3(C2=CC1)CCC3)C=3N(C1=CC=CC=C1C3)C3=NC=CC=C3